FC(C1=NOC(=C1)C1=C(C=CC=C1OC=1SC(=CN1)C=C)F)F 3-(difluoromethyl)-5-[2-fluoro-6-(5-vinylthiazol-2-yl)oxy-phenyl]isoxazole